BrC1CC(OCC1)C1COCC1 4-bromo-2-(tetrahydrofuran-3-yl)tetrahydro-2H-pyran